10'-(sulfonylbis(4,1-phenylene))bis(9,9-dimethyl-9,10-dihydroacridine) S(=O)(=O)(C1=CC=C(C=C1)C1=CC=CC=2NC3=CC=CC=C3C(C12)(C)C)C1=CC=C(C=C1)C1=CC=CC=2NC3=CC=CC=C3C(C12)(C)C